C1(CC1)COC=1C=CC(=NC1)NC(C(=C)N1C[C@@](CC1)(C(F)(F)F)O)=O (S)-N-(5-(cyclopropylmethoxy)pyridin-2-yl)-2-((S)-3-hydroxy-3-(trifluoromethyl)pyrrolidin-1-yl)propenamide